COC1=C2C=C(NC2=CC=C1)C(=O)N1C(C2=CC=CC=C2C1)C(=O)OC Methyl 2-(4-methoxy-1H-indole-2-carbonyl)isoindoline-1-carboxylate